C(C)N(C(C1=C(C=CC(=C1)F)OC1=C(N=CN=N1)N1CC2(CN(C2)[C@@H](C(C)C)C[C@@H](CN(C)CC)O)CC1)=O)C(C)C N-ethyl-2-((5-(2-((3R,5S)-6-(ethyl-(methyl)amino)-5-hydroxy-2-methylhexan-3-yl)-2,6-diazaspiro[3.4]oct-6-yl)-1,2,4-triazin-6-yl)oxy)-5-fluoro-N-isopropylbenzamide